ClC=1C=C(SC1Cl)B(O)O 4,5-DICHLOROTHIOPHEN-2-YLBORONIC ACID